C1(=CCC1)C=1C(=C2CCCC2=CC1)NC(=O)NS(=O)(=O)C1=CC=2CN3CCC(C2O1)CC3 N-((5-(cyclobut-1-en-1-yl)-2,3-dihydro-1H-inden-4-yl)carbamoyl)-4,6,7,8-tetrahydro-5,8-ethanofuro[3,2-c]azepine-2-sulfonamide